CC=1C=C2C(=C(C(NC2=CC1)=O)C(C=C)=O)C1=CC=CC=C1 6-methyl-4-phenyl-3-(prop-2-enoyl)-1,2-dihydroquinolin-2-one